[Cl-].C(CCCCCCCCCCCCCCCCC)[N+](C)(C)CCCCCCCCCCCCCCCCCC dioctadecyl-dimethyl-ammonium chloride